2-(4-((4-methoxynicotinamido)methyl)-3-methylphenyl)-9,10-dihydro-4H-benzo[d]pyrazolo[1,5-a][1,3]diazepine-3-carboxamide COC1=CC=NC=C1C(=O)NCC1=C(C=C(C=C1)C1=NN2C(NC3=C(CC2)C=CC=C3)=C1C(=O)N)C